2-(4-(pyridin-4-yl)-1H-imidazol-2-yl)piperidin N1=CC=C(C=C1)C=1N=C(NC1)C1NCCCC1